methyl 4-bromo-3-methyl-1-((2-(trimethylsilyl) ethoxy) methyl)-1H-pyrazole-5-carboxylate BrC=1C(=NN(C1C(=O)OC)COCC[Si](C)(C)C)C